3-(2,2-difluoroethyl)-1-ethyl-5-(2-(2-methyl-6-(trifluoromethyl)pyrimidin-4-yl)-2,6-diazaspiro[3.4]octan-6-yl)-1,3-dihydro-2H-imidazo[4,5-b]pyrazin-2-one FC(CN1C(N(C2=NC=C(N=C21)N2CC1(CN(C1)C1=NC(=NC(=C1)C(F)(F)F)C)CC2)CC)=O)F